6-(2-chloro-5-fluoro-phenyl)-N-[[6-[(2-fluorophenyl)methyl]-6-azaspiro[2.5]octan-2-yl]methyl]pyridazin-3-amine ClC1=C(C=C(C=C1)F)C1=CC=C(N=N1)NCC1CC12CCN(CC2)CC2=C(C=CC=C2)F